C(C)(C)(C)OC(=O)N1C(=CC2=CC=CC=C12)CN1CCC(CC1)(C)C 2-((4,4-dimethylpiperidin-1-yl)methyl)-1H-indole-1-carboxylic acid tert-butyl ester